C(C)/C(/C(=O)OC[C@H]1N(CCC1)CCOC)=C\CNCCCN1C2=C(CCC3=C1C=CC=C3)C=CC(=C2)Cl (S)-(1-(2-methoxyethyl)pyrrolidin-2-yl)methanol ethyl-(E)-4-[3-(3-chloro-10,11-dihydro-5H-dibenzo[b,f]azepin-5-yl)propylamino]but-2-enoate